(S)-3-chloro-5-(S-(difluoromethyl)sulfonimidoyl)benzoic acid ClC=1C=C(C(=O)O)C=C(C1)[S@@](=O)(=N)C(F)F